FC1=C(C(=NN1C1=CC(=CC=C1)C)C(F)(F)F)C1=CC=CC=C1 5-fluoro-4-phenyl-1-(3-methylphenyl)-3-trifluoromethyl-1H-pyrazole